(±)-tert-butyl carbamate C(N)(OC(C)(C)C)=O